diphenyl phosphate monodecyl-phosphite C(CCCCCCCCC)OP(O)O.P(=O)(OC1=CC=CC=C1)(OC1=CC=CC=C1)O